C(C)(C)(C)N1N=CC=2C1=NC(=NC2NC=2N=CN(C2)C2=CC(=C(C(=C2)OC)OC)OC)C2CC2 1-(tert-butyl)-6-cyclopropyl-N-(1-(3,4,5-trimethoxyphenyl)-1H-imidazol-4-yl)-1H-pyrazolo[3,4-d]pyrimidin-4-amine